1-(2-(2-benzyl-4-isopropylphenoxy)ethyl)-4-methylpiperazine C(C1=CC=CC=C1)C1=C(OCCN2CCN(CC2)C)C=CC(=C1)C(C)C